BrC=1C=CC2=C(N(CO2)CC(C)=O)C1 5-Bromo-3-(2-oxopropyl)-1,3-benzoxazol